C(C)OC(CC1CN(CCC1)C=1C(=NC(=CC1F)C#CCO)CC)=O 2-(1-(2-ethyl-4-fluoro-6-(3-hydroxy-prop-1-yn-1-yl)pyridin-3-yl)piperidin-3-yl)acetic acid ethyl ester